Cl.C(OCCN)COCCN 2,2'-(ethylenedioxy)bis(ethylamine) hydrochloride